1,1-bis(3-nonyl-4-hydroxyphenyl)nonane C(CCCCCCCC)C=1C=C(C=CC1O)C(CCCCCCCC)C1=CC(=C(C=C1)O)CCCCCCCCC